NC=1SC=C(N1)C=1C=C(C=CC1)NS(=O)(=O)C1=CC=CC2=C(C=CC=C12)N(C)C N-(3-(2-aminothiazol-4-yl)phenyl)-5-(dimethylamino)naphthalene-1-sulfonamide